(S)-6-(6-(3,5-dimethylisoxazol-4-yl)-3-((1r,4S)-4-hydroxycyclohexyl)-3H-imidazo[4,5-b]pyridin-2-yl)-1-(3-fluoro-4-methoxyphenyl)piperidin-2-one CC1=NOC(=C1C=1C=C2C(=NC1)N(C(=N2)[C@@H]2CCCC(N2C2=CC(=C(C=C2)OC)F)=O)C2CCC(CC2)O)C